N-((1R,4r)-4-(((6-((R)-1-hydroxyethyl)-8-(isopropylamino)pyrido[3,4-d]pyrimidin-2-yl)amino)methyl)cyclohexyl)methanesulfonamide O[C@H](C)C1=CC2=C(N=C(N=C2)NCC2CCC(CC2)NS(=O)(=O)C)C(=N1)NC(C)C